C(#N)C(CNC1=C(C=CC(=N1)C(=O)OC)[N+](=O)[O-])(C)C methyl 6-((2-cyano-2-methylpropyl) amino)-5-nitropyridine-carboxylate